1-[1-(ethoxymethyl)pyrazol-3-yl]Cyclopropylamine C(C)OCN1N=C(C=C1)C1(CC1)N